OC(C)C1(CC(C1)C(=O)OCCCC)[N+](=O)[O-] butyl 3-(1-hydroxyethyl)-3-nitro-cyclobutanecarboxylate